BrC1=CC(=C(C=2CCCC12)O)F 7-bromo-5-fluoro-2,3-dihydro-1H-inden-4-ol